CP(OCCCC)[O-] Butyl methylphosphonite